C1(=CC=CC=C1)C1=NNC(=C1)COC1OCCCC1 3-phenyl-5-(((tetrahydro-2H-pyran-2-yl)oxy)methyl)-1H-pyrazole